N-(2-(dimethylamino)ethyl)-2-(8-formyl-7-hydroxy-5-methoxy-4-methyl-2-oxo-2H-chromen-3-yl)acetamide CN(CCNC(CC=1C(OC2=C(C(=CC(=C2C1C)OC)O)C=O)=O)=O)C